N-{(1S)-1-cyclohexyl-2-oxo-2-[(2-oxospiro[indoline-3,4'-tetrahydropyran]-6-yl)amino]ethyl}carbamic acid tert-butyl ester C(C)(C)(C)OC(N[C@H](C(NC1=CC=C2C(=C1)NC(C21CCOCC1)=O)=O)C1CCCCC1)=O